C1(CC1)N1C2=CC=CC=C2C=2C=CC=CC12 N-cyclopropylcarbazole